(E)-3-(2-methyl-1-(3-phenoxybenzylidene)-1H-inden-3-yl)propanoic acid CC=1\C(\C2=CC=CC=C2C1CCC(=O)O)=C/C1=CC(=CC=C1)OC1=CC=CC=C1